Nickel Pyrophosphate [O-]P([O-])(=O)OP(=O)([O-])[O-].[Ni+2].[Ni+2]